[PH2]([O-])=O.C(C)C(C[Co+2])CCCC.[PH2]([O-])=O 2-ethylhexylcobalt (III) phosphinate